C(C)OC(=O)C12COC(CC1)(CC2)COCC2=CC=CC=C2 1-((benzyloxy)methyl)-2-oxabicyclo[2.2.2]octane-4-carboxylic acid ethyl ester